C1(CC1)C1=CC(=NN1)NC1=NC(=NC=C1)N(C1CCC(CC1)NC(=O)C=1N=NN(C1)CC1(COC1)C)C N-((1R,4R)-4-((4-((5-cyclopropyl-1H-pyrazol-3-yl)amino)pyrimidin-2-yl)(methyl)amino)cyclohexyl)-1-((3-methyloxetan-3-yl)methyl)-1H-1,2,3-triazole-4-carboxamide